3-methyl-5-(piperidin-4-yloxy)-1,2,4-oxadiazole 2,2,2-trifluoroacetate FC(C(=O)O)(F)F.CC1=NOC(=N1)OC1CCNCC1